4-(2-methyl-5-oxo-1,2,4-oxadiazol-3-yl)phenylboronic acid CN1OC(N=C1C1=CC=C(C=C1)B(O)O)=O